5-((5-(5-(2,3-Dihydro-1H-inden-4-yl)-6-methoxy-1H-pyrazolo[4,3-b]pyridin-3-yl)pyridin-2-yl)methyl)-2-oxa-5-azabicyclo[2.2.1]heptane C1CCC2=C(C=CC=C12)C1=C(C=C2C(=N1)C(=NN2)C=2C=CC(=NC2)CN2C1COC(C2)C1)OC